(R)-5-[2-hydroxy-3-(anilino)-propoxy]-2-methyl-1-(methylphenyl)indole-3-carboxylic acid O[C@@H](COC=1C=C2C(=C(N(C2=CC1)C1=C(C=CC=C1)C)C)C(=O)O)CNC1=CC=CC=C1